FC(C)(F)C1=CC(=NO1)N 5-(1,1-difluoroethyl)isoxazol-3-amine